F[C@H]1[C@@H]([C@H](N(C1)C(C)=O)CN1N=CC=2C1=NC(=NC2)NC2=C(C=C1CCN(CC1=C2)C)OC)C 1-((2S,3R,4S)-4-fluoro-2-((6-((6-methoxy-2-methyl-1,2,3,4-tetrahydroisoquinolin-7-yl)amino)-1H-pyrazolo[3,4-d]pyrimidin-1-yl)methyl)-3-methylpyrrolidin-1-yl)ethan-1-one